5-[4-fluoro-2-(1,2,3,6-tetrahydropyridin-4-yl)-1,3-benzothiazol-6-yl]-2-methyl-2H-indazole-7-carbonitrile FC1=CC(=CC2=C1N=C(S2)C=2CCNCC2)C2=CC1=CN(N=C1C(=C2)C#N)C